ClC1=C(CNC2=NC(=NC=C2C(=O)N)NC=2C=NN(C2)CCC)C(=CC=C1)F 4-((2-chloro-6-fluorobenzyl)amino)-2-((1-propyl-1H-pyrazol-4-yl)amino)pyrimidin-5-carboxamide